C1(CC1)[C@H](C)N1C(C2=C(C=C(C=C2C1)C1=CC(=NN1C)NC(C)=O)OCC)=O (S)-N-(5-(2-(1-cyclopropylethyl)-7-ethoxy-1-oxoisoindol-5-yl)-1-methyl-1H-pyrazol-3-yl)acetamide